FC=1C=2N(C=C(C1)NC(=O)N1CCC=3C1=NC=CC3N3C[C@H](N([C@H](C3)C)C(=O)OC(C)(C)C)C)C=C(N2)C tert-butyl (2R,6S)-4-(1-((8-fluoro-2-methylimidazo[1,2-a]pyridin-6-yl)carbamoyl)-2,3-dihydro-1H-pyrrolo[2,3-b]pyridin-4-yl)-2,6-dimethylpiperazine-1-carboxylate